7-(4-ethyl-1-methyl-octyl)-8-hydroxyquinoline C(C)C(CCC(C)C1=CC=C2C=CC=NC2=C1O)CCCC